FCCCOCC(CC)(CC)NC(=O)C1=NC(=C(C=C1)N1CC(C1)OC)OCC1COC1 N-{3-[(3-fluoropropoxy)methyl]pent-3-yl}-5-(3-methoxyazetidin-1-yl)-6-[(oxetan-3-yl)methoxy]pyridine-2-carboxamide